BrC=1N=CN(C1CN1C(CC(C1)C1=C(C(=CC(=C1)F)F)F)=O)C 1-[(4-bromo-1-methyl-1H-imidazol-5-yl)methyl]-4-(2,3,5-trifluorophenyl)pyrrolidin-2-one